1,3-bis(4-hydroxyphenyl-thio)-propane OC1=CC=C(C=C1)SCCCSC1=CC=C(C=C1)O